cis-3-hexenyl salicylate (cis-3-hexenyl salicylate) C(=C/CCCC)/C1=C(C(C(=O)O)=CC=C1)O.C(C=1C(O)=CC=CC1)(=O)OCC\C=C/CC